ClC1=C(OC2=CC=CC3=C2NC(=NS3(=O)=O)NCC=3C=CC2=C(CCO2)C3)C=CC=C1 5-(2-chlorophenoxy)-3-(((2,3-dihydrobenzofuran-5-yl)methyl)amino)-4H-benzo[e][1,2,4]thiadiazine 1,1-dioxide